4-nitro-N-(pyridin-3-ylmethyl)pyridin-3-amine [N+](=O)([O-])C1=C(C=NC=C1)NCC=1C=NC=CC1